C(C1=CC=CC=C1)NC(=O)C=1N(C(N2C1CN(CC2)C(C2=CC(=C(C=C2)Br)Cl)=O)=O)C2=CC=C(C=C2)Cl N-benzyl-7-(4-bromo-3-chloro-benzoyl)-2-(4-chlorophenyl)-3-oxo-6,8-dihydro-5H-imidazo[1,5-a]pyrazine-1-carboxamide